S(Br)Br.[Na] sodium thiobromide